COC=1C=C2CN(CC2=CC1OCCCOC1=CC2=C(SC(=C2)C(C[C@@H](C(=O)NS(=O)(=O)C)C)=O)C=C1OC)C(C[C@@H](C(=O)O)C)=O (S)-4-(5-methoxy-6-(3-((6-methoxy-2-((S)-3-methyl-4-(methylsulfonamido)-4-oxobutanoyl)benzo[b]thiophen-5-yl)oxy)propoxy)isoindolin-2-yl)-2-methyl-4-oxobutanoic acid